N-n-propylthiophosphoric acid triamide C(CC)NP(N)(N)=S